N-(2-(3-(Dimethylamino)propoxy)-5-(3'-methyl-2'-oxo-2',3'-dihydrospiro[cyclopropane-1,1'-pyrrolo[2,3-c]quinolin]-8'-yl)pyridin-3-yl)-5-methylisoxazole-4-sulfonamide CN(CCCOC1=NC=C(C=C1NS(=O)(=O)C=1C=NOC1C)C1=CC=2C3=C(C=NC2C=C1)N(C(C31CC1)=O)C)C